2-(6-(cyclopropanesulfonylamino)pyrazin-2-yl)-N-(5-(6-ethoxypyrazin-2-yl)pyridin-2-yl)-2-(R)-fluorobutyramide C1(CC1)S(=O)(=O)NC1=CN=CC(=N1)[C@@](C(=O)NC1=NC=C(C=C1)C1=NC(=CN=C1)OCC)(CC)F